C1(CC1)[C@@](CNC(=O)C1=CC(=NO1)O)(CC1=C(C=C(C=C1)F)F)C (S)-N-(2-cyclopropyl-3-(2,4-difluorophenyl)-2-methylpropyl)-3-hydroxyisoxazole-5-carboxamide